CC1=C(C(=CC=C1)C)NC(=O)[C@H]1[N+](CCCC1)(CCC)CCOC([C@@H](C)C1=CC2=CC=C(C=C2C=C1)OC)=O (2S)-2-((2,6-dimethylphenyl)carbamoyl)-1-(2-(((S)-2-(6-methoxynaphthalen-2-yl)propanoyl)oxy)ethyl)-1-propylpiperidin-1-ium